NC1=C(SC2=NC(=CC=C21)C)C(=O)N[C@H]2COC1=C(C2)C=CC(=C1)N1C[C@@H]([C@H](C1)COC)N 3-amino-N-[(3R)-7-[(3R,4S)-3-amino-4-(methoxymethyl)pyrrolidin-1-yl]-3,4-dihydro-2H-1-benzopyran-3-yl]-6-methylthieno[2,3-b]pyridine-2-carboxamide